2-(2-amino-5-chlorophenyl)benzothiazole NC1=C(C=C(C=C1)Cl)C=1SC2=C(N1)C=CC=C2